P(=O)(OC1=C(C=CC=C1C(C)C)C(C)C)(Cl)Cl 2,6-diisopropylphenyl dichlorophosphate